tert-butyl (1-(4-aminophenyl)cyclobutyl)carbamate NC1=CC=C(C=C1)C1(CCC1)NC(OC(C)(C)C)=O